C1(CC1)C=1C(=CC(=C(C(=O)NC2=CC(NC=C2)=O)C1)OC1=C(C=C(C=C1)F)C([2H])([2H])[2H])C(F)(F)F 5-Cyclopropyl-2-(4-fluoro-2-(methyl-d3)phenoxy)-N-(2-oxo-1,2-dihydropyridin-4-yl)-4-(trifluoromethyl)benzamide